N1=C(C=NC=C1)CNC(=O)[C@@H]1CN(CC[C@H]1NC(=O)C1=NOC(=C1)C1=C(C=C(C=C1)F)F)C1CCCCC1 (3R,4R)-1-cyclohexyl-4-{[5-(2,4-difluoro-phenyl)-isoxazole-3-carbonyl]-amino}-piperidine-3-carboxylic acid (pyrazin-2-ylmethyl)-amide